ClC1=C(C=CC=C1)CC(=O)NC1=CC(=NC=C1)N(C(C)=O)C1=CC=C(C=C1)C N-{4-[2-(2-chlorophenyl)acetamido]pyridin-2-yl}-N-(4-methylphenyl)acetamide